tert-Butyl 4-(2-(2-(methoxycarbonyl)-5-methylthiophen-3-yl)ethyl)piperidine-1-carboxylate COC(=O)C=1SC(=CC1CCC1CCN(CC1)C(=O)OC(C)(C)C)C